CN1N=C2[C@@H](N(CCC2=C1OS(=O)(=O)C(F)(F)F)C(=O)OC(C)(C)C)C tert-butyl (S)-2,7-dimethyl-3-(((trifluoromethyl) sulfonyl) oxy)-2,4,5,7-tetrahydro-6H-pyrazolo[3,4-c]pyridine-6-carboxylate